methyl 3-(6-(furan-3-yl)-1-((2-(trimethylsilyl)ethoxy)methyl)-1H-benzo[d]imidazol-2-yl)-1-((2-(trimethylsilyl) ethoxy)methyl)-1H-indazole-5-carboxylate O1C=C(C=C1)C=1C=CC2=C(N(C(=N2)C2=NN(C3=CC=C(C=C23)C(=O)OC)COCC[Si](C)(C)C)COCC[Si](C)(C)C)C1